4-(N-((2S,3R)-1-(tert-Butoxycarbonyl)-2-(hydroxymethyl)pyrrolidin-3-yl)sulfamoyl)-3-fluoro-1-methyl-1H-pyrrole-2-carboxylic acid ethyl ester C(C)OC(=O)C=1N(C=C(C1F)S(N[C@H]1[C@H](N(CC1)C(=O)OC(C)(C)C)CO)(=O)=O)C